tert-butyl 2-(2-((1-(cyclopropylsulfonyl)piperidin-4-yl)amino)-6-(difluoromethyl)quinazolin-8-yl)-2,6-diazaspiro[3.4]octane-6-carboxylate C1(CC1)S(=O)(=O)N1CCC(CC1)NC1=NC2=C(C=C(C=C2C=N1)C(F)F)N1CC2(C1)CN(CC2)C(=O)OC(C)(C)C